t-butyl 11-oxo-6,11-dihydrodibenzo[b,e]oxepin-2-acetate O=C1C2=C(OCC3=C1C=CC=C3)C=CC(=C2)CC(=O)OC(C)(C)C